C(C)S(=O)(=O)N[C@@H]1[C@@H](N([C@@H](C1)C)C(=O)OC)CO[C@H]1C[C@H]2C[C@]2(CC1)C1=NC=C(C=N1)F methyl (2R,3S,5R)-3-(ethylsulfonamido)-2-((((1R,3R,6S)-6-(5-fluoropyrimidin-2-yl)bicyclo[4.1.0]heptan-3-yl)oxy)methyl)-5-methylpyrrolidine-1-carboxylate